1-(2,2-difluoro-3beta,7beta-dihydroxy-5beta-cholan-24-yl)-piperidine-3-carboxylic acid sodium salt [Na+].FC1([C@@H](C[C@H]2C[C@@H]([C@H]3[C@@H]4CC[C@H]([C@@H](CCCN5CC(CCC5)C(=O)[O-])C)[C@]4(CC[C@@H]3[C@]2(C1)C)C)O)O)F